5-(1-penten-5-yloxy)carbonylamino-3-(1-isobutyl-1,2,3,6-tetrahydropyridin-4-yl)-1H-indole C=CCCCOC(=O)NC=1C=C2C(=CNC2=CC1)C=1CCN(CC1)CC(C)C